(Z)-2-(2-aminothiazol-4-yl)-2-(((1-(t-butoxy)-2-methyl-1-oxopropan-2-yl)oxy)imino)acetic acid NC=1SC=C(N1)/C(/C(=O)O)=N/OC(C(=O)OC(C)(C)C)(C)C